8-(3,3-difluorocyclopentyl)-2-(methylthio)-7-oxo-7,8-dihydropyrido[2,3-d]pyrimidine-6-carbonitrile FC1(CC(CC1)N1C(C(=CC2=C1N=C(N=C2)SC)C#N)=O)F